C=1(C(=CC=CC1)C(=O)OCCOCCOC(=O)C=1C(=CC=CC1)C)C diethylene glycol di-o-toluate